4-bromo-1-(2-methoxyethyl)-1H-1,2,3-triazole BrC=1N=NN(C1)CCOC